6-(4-methoxyphenyl)-2-methyl-3,7-dihydroimidazo[1,2-a]pyrazin-3-one hydrochloride Cl.COC1=CC=C(C=C1)C=1NC=C2N(C1)C(C(=N2)C)=O